cyclohexyl-(benzene) C1(CCCCC1)C1=CC=CC=C1